[Cl-].[Cl-].C1(=CC=CC2=CC=CC=C12)C(=[Zr+2](C1=CC=CC2=C3C(=C4C=5C=CC=CC5CC4=C21)C=CC=C3)C3C=CC=C3)C3=CC(=CC=C3)Cl naphthyl(m-chlorophenyl)methylene(cyclopentadienyl)(dibenzofluorenyl)zirconium dichloride